1,4-bis(N,N-diglycidylamino)cyclohexane C(C1CO1)N(CC1CO1)C1CCC(CC1)N(CC1CO1)CC1CO1